(R)-2-Methoxy-5-(4-methoxy-2-((1-(oxetan-3-yl)piperidin-3-yl)amino)nicotinamido)isonicotinic acid COC=1C=C(C(=O)O)C(=CN1)NC(C1=C(N=CC=C1OC)N[C@H]1CN(CCC1)C1COC1)=O